4-bromo-2-(3-ethoxy-3-oxopropyl)-6-fluorobenzoic acid methyl ester COC(C1=C(C=C(C=C1F)Br)CCC(=O)OCC)=O